C(C1=CC=CC=C1)OCC(CCCCCCCCCC)O 1-(Benzyloxy)dodecane-2-ol